ClC=1C(N(C(=CC1OCC1=NC=C(C=C1F)F)C)C1=CC(=NC=C1Cl)C1=NC(=NC=C1)C(C(=O)N(C)C)(C)C)=C=O (R)-2-(4-(3,5'-dichloro-4-((3,5-difluoropyridin-2-yl)methoxy)-6-methyl-2-carbonyl-2H-[1,4'-bipyridyl]-2'-yl)pyrimidin-2-yl)-N,N,2-trimethylpropionamide